13-Bromo-14-hydroxy-5-methoxy-16,16-dioxo-19-(trifluoromethoxy)-9-oxa-16λ6-thia-4,17-diazatetracyclo[16.3.1.111,15.02,7]tricosa-1(21),2(7),3,5,11,13,15(23),18(22),19-nonaen-10-one BrC=1C=C2C(OCC=3C=C(N=CC3C3=CC=C(C(NS(C(C1O)=C2)(=O)=O)=C3)OC(F)(F)F)OC)=O